ClC=1C=CC(=C(C1)C1=C(C=NC(=C1)C)C(=O)NC=1SC=2C(=NC=C(N2)C2=CC=3N(C=C2)C=CN3)N1)OC 4-(5-chloro-2-methoxy-phenyl)-N-(6-(imidazo[1,2-a]pyridin-7-yl)thiazolo[4,5-b]pyrazin-2-yl)-6-methyl-pyridine-3-carboxamide